4-benzyl-6-(5-hydroxypentyl)-2-methylmorpholin-3-one C(C1=CC=CC=C1)N1C(C(OC(C1)CCCCCO)C)=O